3,3-bis((5-methylhexyl)oxy)propan-1-ol CC(CCCCOC(CCO)OCCCCC(C)C)C